6-bromo-2-((4-methoxybenzyl)oxy)-1-methylnaphthalene BrC=1C=C2C=CC(=C(C2=CC1)C)OCC1=CC=C(C=C1)OC